2-[(3S,5R)-5-(2,3-dichloro-6-hydroxyphenyl)pyrrolidin-3-yl]acetamide ClC1=C(C(=CC=C1Cl)O)[C@H]1C[C@H](CN1)CC(=O)N